(S)-6-(4-cyclobutyl-6-methoxypyrimidin-5-yl)-1-(1-(4-(1-ethyl-4-(trifluoromethyl)-1H-imidazol-2-yl)phenyl)ethyl)4H-pyrazolo[3,4-d]pyrimidine C1(CCC1)C1=NC=NC(=C1C1=NCC=2C(=N1)N(NC2)[C@@H](C)C2=CC=C(C=C2)C=2N(C=C(N2)C(F)(F)F)CC)OC